ClC1=C(C=C2C(=N1)N(C=C2[C@@H](C(F)F)N[S@@](=O)C(C)(C)C)C2CCC2)F (S)-N-((S)-1-(6-chloro-1-cyclobutyl-5-fluoro-1H-pyrrolo[2,3-b]pyridin-3-yl)-2,2-difluoroethyl)-2-methylpropane-2-sulfinamide